2-Cyano-2-propyl valerate C(CCCC)(=O)OC(C)(C)C#N